C(C)(C)(C)OC(=O)NC=1C=C2[C@]3(CCC[C@@](C3CCC2=CC1)(C(=O)OC)C)C Methyl (1S,4aS,1aR)-6-((tert-butoxycarbonyl)amino)-1,4a-dimethyl-1,2,3,4,4a,9,10,10a-octahydrophenanthrene-1-carboxylate